2-(2,6-dioxopiperidin-3-yl)-5-[3-(hydroxymethyl)cyclobutoxy]isoindole-1,3-dione O=C1NC(CCC1N1C(C2=CC=C(C=C2C1=O)OC1CC(C1)CO)=O)=O